CN[W]NC bis(methylamino)tungsten